[Na+].C(C)(C)(C)C1=CC=C(C(=O)[O-])C=C1 p-tert-butyl-benzoic acid sodium salt